acetyl-acetaminosulfonic acid C(C)(=O)N(C(=O)C)S(=O)(=O)O